OC1(C2=NN=C(C3=C(C=C(C(C(CCC(CCC1)=O)=O)=N3)C(F)(F)F)NC(OC(C)(C)C)=O)O2)C(F)(F)F tert-butyl N-[6-hydroxy-10,13-dioxo-6,15-bis(trifluoromethyl)-19-oxa-3,4,18-triazatricyclo[12.3.1.12,5]nonadeca-1(17),2,4,14(18),15-pentaen-17-yl]carbamate